[K+].[N+](=O)([O-])[Co-]([N+](=O)[O-])([N+](=O)[O-])[N+](=O)[O-] tetranitrocobalt (III) potassium